BrC=1C=C(C=CC1OC)[C@@H](C(=O)OCC)NS(=O)(=O)C1=CC=C(C=C1)OC(F)(F)F ethyl (S)-2-(3-bromo-4-methoxyphenyl)-2-((4-(trifluoromethoxy)phenyl)sulfonamido)acetate